CC=1N=C(SC1C1=NC(=NC=C1)NC1=CC=2CCC(CC2C=C1)N1CCCC1)N 4-methyl-5-(2-((6-(pyrrolidin-1-yl)-5,6,7,8-tetrahydronaphthalen-2-yl)amino)pyrimidin-4-yl)thiazol-2-amine